zirconium tetrakis(monobutyl-ethanol) C(CCC)C(C)O.C(CCC)C(C)O.C(CCC)C(C)O.C(CCC)C(C)O.[Zr]